{2-[(4-bromopyridin-2-yl)carbamoyl]Ethyl}piperazine-1,2-dicarboxylic acid 1-tert-butyl 2-methyl ester COC(=O)C1(N(CCNC1)C(=O)OC(C)(C)C)CCC(NC1=NC=CC(=C1)Br)=O